ClC1=NC=C(C=C1)OCCOC 2-chloro-5-(2-methoxy-ethoxy)pyridine